(3R)-1-(8-fluoro-5-methyl-7-(5-methyl-1H-indazol-4-yl)-2-(methylthio)pyrido[4,3-d]pyrimidin-4-yl)piperidin-3-ol FC1=C(N=C(C2=C1N=C(N=C2N2C[C@@H](CCC2)O)SC)C)C2=C1C=NNC1=CC=C2C